N-(2-(methoxy-d3)-4-(2-(tri-fluorometh-oxy)ethoxy)-phenyl)-7-methylquinolin-4-amine C(OC1=C(C=CC(=C1)OCCOC(F)(F)F)NC1=CC=NC2=CC(=CC=C12)C)([2H])([2H])[2H]